C(=O)C1=C(C2=C(NC=3CC(NC(C3C2(C2=CC=CC=C2)C)=O)(C)C)N=C1)C#N 3-formyl-5,8,8-trimethyl-6-oxo-5-phenyl-9,10-dihydro-7H-pyrido[2,3-b][1,6]naphthyridine-4-carbonitrile